1,11-bismaleimidyl-3,6,9-trioxaundecane C1(C=CC(N1CCOCCOCCOCCN1C(C=CC1=O)=O)=O)=O